5-chloro-6-cyclopropyl-2-(4,4-difluoroazepan-1-yl)-N-(2-sulfamoylpyridin-4-yl)-nicotinamide ClC=1C(=NC(=C(C(=O)NC2=CC(=NC=C2)S(N)(=O)=O)C1)N1CCC(CCC1)(F)F)C1CC1